C(OCCCCCCCCCC)(OOC1=CC=C2C3=C1O[C@@H]1[C@]34CCN(C([C@@]4(CCC1=C)O)C2)CC2CC2)=O decyl (((4aS,7aS,12bS)-3-(cyclopropylmethyl)-4a-hydroxy-7-methylene-2,3,4,4a,5,6,7,7a-octahydro-1H-4,12-methanobenzofuro[3,2-e]isoquinolin-9-yl) oxy) carbonate